2-(trans-4-((4-(2-Isopropyloxazol-4-yl)pyridin-2-yl)((trans-4-(4-methoxy-3-methylphenyl)cyclohexyl)methyl)carbamoyl)cyclohexyl)acetic acid C(C)(C)C=1OC=C(N1)C1=CC(=NC=C1)N(C(=O)[C@@H]1CC[C@H](CC1)CC(=O)O)C[C@@H]1CC[C@H](CC1)C1=CC(=C(C=C1)OC)C